ClC1=CC=C2N(C1=O)C(NC2=O)(C)C2=CC(=CC=C2)Cl 6-chloro-3-(3-chlorophenyl)-3-methyl-2,3-dihydroimidazo[1,5-a]pyridine-1,5-dione